ClC1=C(C=CC(=C1F)F)[C@@H]1N=C(NC(=C1C(=O)OC)CN1CC([C@@H]2NOC[C@@H]21)(F)F)C=2SC=CN2 |o1:9| Methyl (R*)-4-(2-chloro-3,4-difluorophenyl)-6-(((cis)-6,6-difluorohexahydro-4H-pyrrolo[3,2-c]isoxazol-4-yl) methyl)-2-(thiazol-2-yl)-1,4-dihydropyrimidine-5-carboxylate